2-chloro-4-(3-chlorophenoxy)benzaldehyde ClC1=C(C=O)C=CC(=C1)OC1=CC(=CC=C1)Cl